C1(=CC=CC=C1)COC(=O)[C@H]1OS(O[C@@H]1C(C)C)(=O)=O (4S,5R)-5-isopropyl-1,3,2-dioxathiolane-4-carboxylic acid phenylmethyl ester 2,2-dioxide